(±)-trans-2-((2-(diethylamino)-2-oxoethyl)thio)-3a,4,5,6,7,7a-hexahydro-1H-benzo[d]imidazol-3-ium chloride [Cl-].C(C)N(C(CSC1=[NH+][C@H]2[C@H](N1)CCCC2)=O)CC |r|